t-butylimino(diethylamino)tantalum C(C)(C)(C)N=[Ta]N(CC)CC